CS(=O)(=O)OCCOC1=CC(=CC(=C1)CCCCCCCCCCCCCCC)OC(C)CCCCCC 2-(3-(octan-2-yloxy)-5-pentadecylphenoxy)ethyl methanesulfonate